4-[3-[(3-fluorophenyl)methyl]-7,8-dihydro-5H-1,6-naphthyridin-6-yl]-5-methyl-furo[2,3-d]pyrimidine FC=1C=C(C=CC1)CC=1C=NC=2CCN(CC2C1)C=1C2=C(N=CN1)OC=C2C